(S)-2,4-dimethyl-1-(4-(2-methylpyridin-4-yl)-2-(methylsulfonyl)phenoxy)pentan-2-amine C[C@@](COC1=C(C=C(C=C1)C1=CC(=NC=C1)C)S(=O)(=O)C)(CC(C)C)N